FC(C=1N=COC1C1=NC(=NO1)[C@@H]1CC12CCN(CC2)S(=O)(=O)N)(F)F (1R)-1-{5-[4-(trifluoromethyl)-1,3-oxazol-5-yl]-1,2,4-oxadiazol-3-yl}-6-azaspiro[2.5]octane-6-sulfonamide